Cl.ClC1=CC=2N(C(NC(C2C(=N1)OCCNC)=O)=O)C=1SC=CN1 7-chloro-5-[2-(methylamino)ethoxy]-1-(thiazol-2-yl)pyrido[4,3-d]pyrimidine-2,4(1H,3H)-dione hydrochloride